(3-((tert-butoxycarbonyl)amino)-3-methylpyrrolidin-1-yl)-6-cyano-5-(difluorophenyl)nicotinic acid C(C)(C)(C)OC(=O)NC1(CN(CC1)C1=C(C(=O)O)C=C(C(=N1)C#N)C1=C(C(=CC=C1)F)F)C